C1(=CC=CC=C1)C=1N=C(SC1)[C@H](CC1=CC=C(C=C1)NS(=O)(=O)O)NC(C(C)(C)C)=O (S)-4-(2-(4-phenylthiazol-2-yl)-2-pivaloylaminoethyl)phenylaminosulfonic acid